N-(4-fluoro-5-(((1R,5'S)-5'-methyl-3H-spiro[furo[3,4-c]pyridine-1,3'-pyrrolidin]-1'-yl)methyl)thiazol-2-yl)acetamide FC=1N=C(SC1CN1C[C@]2(C[C@@H]1C)OCC=1C=NC=CC12)NC(C)=O